(3S)-1-[3-[4-[3-[3-amino-6-(2-hydroxyphenyl)pyridazin-4-yl]-3,8-diazabicyclo[3.2.1]octan-8-yl]-2-pyridyl]prop-2-ynyl]-N-methyl-pyrrolidine-3-carboxamide NC=1N=NC(=CC1N1CC2CCC(C1)N2C2=CC(=NC=C2)C#CCN2C[C@H](CC2)C(=O)NC)C2=C(C=CC=C2)O